(1S,3S)-Ethyl 3-((6-(4-(((((3,5-difluorobenzyl)oxy)carbonyl)amino)methyl)-3-methylisoxazol-5-yl)pyridin-3-yl)oxy)cyclohexanecarboxylate FC=1C=C(COC(=O)NCC=2C(=NOC2C2=CC=C(C=N2)O[C@@H]2C[C@H](CCC2)C(=O)OCC)C)C=C(C1)F